5-(Hydroxymethyl)-2-(((tetrahydro-2H-pyran-2-yl) oxy) methyl)-1H-indole-1-carboxylate OCC=1C=C2C=C(N(C2=CC1)C(=O)[O-])COC1OCCCC1